(R)-3-((3-amino-5-methylpyridin-2-yl)ethynyl)-4-(3-((tert-butyldimethylsilyl)oxy)pyrrolidin-1-yl)-N-methyl-N-(2-morpholino-2-oxoethyl)benzenesulfonamide NC=1C(=NC=C(C1)C)C#CC=1C=C(C=CC1N1C[C@@H](CC1)O[Si](C)(C)C(C)(C)C)S(=O)(=O)N(CC(=O)N1CCOCC1)C